FC1=CC(=CC2=C1N=C(S2)NC)C=2C(CC(NN2)=O)C 6-(4-fluoro-2-(methylamino)benzo[d]thiazol-6-yl)-5-methyl-4,5-dihydropyridazin-3(2H)-one